4,6-dimethoxy-pyrimidin-2-yl-amine COC1=NC(=NC(=C1)OC)N